BrC=1C(=CC=C2C3=C(N(C12)COCC[Si](C)(C)C)CCCCC3=O)F 4-bromo-3-fluoro-5-((2-(trimethylsilyl)ethoxy)methyl)-6,7,8,9-tetrahydrocyclohepta[b]indol-10(5H)-one